C(C)(=O)N[C@@H]1[C@@H]([C@H]([C@@H](O[C@H]1OCCCCC=C)COC(C)=O)CC(=O)O)CC(=O)O.N1(CCOCC1)C(=O)C1=CC=C(C=C1)C#CC1=C(C=CC=C1)C1NC(OC1)=O 4-(((4-(morpholin-4-carbonyl)phenyl)ethynyl)phenyl)oxazolidin-2-one (2R,3R,4R,5R,6R)-5-acetamido-2-(acetoxymethyl)-6-(hex-5-en-1-yloxy)tetrahydro-2H-pyran-3,4-diyl-diacetate